Cl.FC(C=1C=C(C=C(C1)C(F)(F)F)C=1CCNCC1)(F)F 4-(3,5-bis(trifluoromethyl)phenyl)-1,2,3,6-tetrahydropyridine hydrochloride